COCCNC=1C=C(C(=O)OC)C=CC1[N+](=O)[O-] methyl 3-(2-methoxyethylamino)-4-nitro-benzoate